C(C)C=1OC2=C(N1)C=CC(=C2)COC2=CC=CC(=N2)C2CCNCC2 4-(6-((2-ethylbenzo[d]oxazol-6-yl)methoxy)pyridin-2-yl)piperidine